C(CCCCCCCCCCC)C1=CC=C(O1)CC(C(=O)O)C(=O)O 2-[[5-(dodecyl)-2-furanyl]methyl]propanedioic acid